NC1=C2C(=NC=N1)N(N=C2C2=CC=C(C=C2)OC2=CC=CC=C2)C2CCC(CC2)C(=O)OC methyl 4-(4-amino-3-(4-phenoxyphenyl)-1H-pyrazolo[3,4-d]pyrimidin-1-yl)cyclohexane-1-carboxylate